Cl.ClCC(C(=O)NN)(C)CO 3-chloro-2-(hydroxymethyl)-2-methylpropionylhydrazine hydrochloride